(4-oxa-7-azaspiro[2.5]oct-5-yl)methanol C1CC12OC(CNC2)CO